(R)-N4-hydroxy-N'-(4-hydroxyphenethyl)-2-octanamidosuccinamide ON(C(C[C@H](C(=O)N)NC(CCCCCCC)=O)=O)CCC1=CC=C(C=C1)O